5-(3-(sec-butyl)-2-oxo-2,3,4,5-tetrahydro-1H-benzo[1,4]diazepine-4-carbonyl)-N-(2-hydroxyethyl)-1H-pyrrole-2-carboxamide C(C)(CC)C1C(NC2=C(CN1C(=O)C1=CC=C(N1)C(=O)NCCO)C=CC=C2)=O